FC1=CC=C(C=C1)C(=C(F)F)O[Si](C)(C)C ((1-(4-fluorophenyl)-2,2-difluorovinyl)oxy)trimethylsilane